N-(3-(3-cyclopropyl-5-((2-fluoro-4-iodophenyl)amino)-6,8-dimethyl-2,4,7-trioxo-3,4,6,7-tetrahydropyrido[4,3-d]pyrimidin-1(2H)-yl)phenyl)-2-(piperidin-1-yl)acetamide C1(CC1)N1C(N(C=2C(C1=O)=C(N(C(C2C)=O)C)NC2=C(C=C(C=C2)I)F)C=2C=C(C=CC2)NC(CN2CCCCC2)=O)=O